(2R,3S,5R)-5-(6-amino-2-fluoro-9H-purin-9-yl)-2-ethynyl-2-((((S)-(((S)-1-isopropoxy-1-oxo-3-phenylpropan-2-yl)amino)(phenoxy)phosphoryl)oxy)methyl)tetrahydrofuran-3-yl tetradecanoate C(CCCCCCCCCCCCC)(=O)O[C@@H]1[C@](O[C@H](C1)N1C2=NC(=NC(=C2N=C1)N)F)(CO[P@](=O)(OC1=CC=CC=C1)N[C@H](C(=O)OC(C)C)CC1=CC=CC=C1)C#C